2-((4-(aminomethyl)benzyl)thio)-4-ethyl-6-(3-hydroxypyrrolidin-1-yl)pyridine-3,5-dicarbonitrile, hydrochloride Cl.NCC1=CC=C(CSC2=NC(=C(C(=C2C#N)CC)C#N)N2CC(CC2)O)C=C1